5-ethynyl-6-fluoronaphthalen-2-ylmethyl carbamate C(N)(OCC1=CC2=CC=C(C(=C2C=C1)C#C)F)=O